ClC=1C(=CC2=C(C[C@@](O2)([C@H]2NCCC2)C2=CC=CC=C2)C1C1=C(C(=O)NC)C=CC(=C1F)OC)F 2-((2S,4S)-5-chloro-6-fluoro-2-phenyl-2-((S)-pyrrolidin-2-yl)-2,3-dihydrobenzofuran-4-yl)-3-fluoro-4-methoxy-N-methylbenzamide